FC(C(=O)O)(F)F.NCC(CC=1N(C(NN1)=O)C1=CC(=CC=C1)C=1C=NC(=CC1)C(F)(F)F)=C(F)F [2-(aminomethyl)-3,3-difluoro-allyl]-4-[3-[6-(trifluoromethyl)-3-pyridinyl]phenyl]-1,2,4-triazol-3-one trifluoroacetate salt